C1CC12NCCN(C2)C=2C(=CC(=NC2)N)OC 5-{4,7-diazaspiro[2.5]oct-7-yl}-4-methoxypyridin-2-amine